OCCCSC1=CC=C(C=C1)S(=O)(=O)C1=CC=C(S1)CNC(OC(C)(C)C)=O tert-butyl ((5-((4-((3-hydroxypropyl)thio)phenyl)sulfonyl)-thiophen-2-yl)methyl)carbamate